1-(2-([1,1'-biphenyl]-4-yl)-1H-benzo[d]imidazol-5-yl)-3-(5-methoxy-2,2-dimethyl-2H-chromen-6-yl)urea C1(=CC=C(C=C1)C1=NC2=C(N1)C=CC(=C2)NC(=O)NC=2C(=C1C=CC(OC1=CC2)(C)C)OC)C2=CC=CC=C2